2-bromo-4-(methoxy-d3)-6-(methylsulfonyl)pyridine BrC1=NC(=CC(=C1)OC([2H])([2H])[2H])S(=O)(=O)C